2-[[4-(1,8-diazaspiro[5.5]undecan-8-yl)-3-(5-methylthiazol-2-yl)pyrrolo[2,3-b]pyridin-1-yl]methoxy]ethyl-trimethyl-silane N1CCCCC12CN(CCC2)C2=C1C(=NC=C2)N(C=C1C=1SC(=CN1)C)COCC[Si](C)(C)C